2-ethyl-7-methyl-2,3-dihydrobenzo[f][1,4]oxazepine-4(5H)-carboxylate C(C)C1OC2=C(CN(C1)C(=O)[O-])C=C(C=C2)C